[K].C1(C=2C(C(N1)=O)=CC=CC2)=O phthalimide-potassium salt